N-acryl-dopamine C(=O)(C=C)NCCC1=CC(O)=C(O)C=C1